O.C(C1=CC=CC=C1)(=O)C=O benzoylformaldehyde monohydrate